2-(5-chloropyridin-2-yl)-6-cyclopropyl-3-oxo-2,3-dihydropyridazine-4-carboxylic acid ClC=1C=CC(=NC1)N1N=C(C=C(C1=O)C(=O)O)C1CC1